C(C)[C@H]1N(C[C@@H](N(C1)C=1C2=C(N(C(N1)=O)C)C=CC(=N2)C#N)C)C(C)C2=C(C=C(C=C2)C(F)(F)F)F 4-((2s,5r)-5-ethyl-4-(1-(2-fluoro-4-(trifluoromethyl)phenyl)ethyl)-2-methylpiperazin-1-yl)-1-methyl-2-oxo-1,2-dihydropyrido[3,2-d]Pyrimidine-6-carbonitrile